N1CCNCCCC1 1,4-di-azocane